5-chloro-10,10-difluoro-7-methyl-12-oxa-3-thia-6-azatricyclo[6.4.1.04,13]trideca-1,4(13),5,7-tetraene ClC=1C=2SC=C3OCC(CC(=C(N1)C)C32)(F)F